CC1=CC=C(C=C1)/C=C/C(=O)C1=NC=CC=C1 (2E)-3-(4-methylphenyl)-1-(pyridin-2-yl)prop-2-en-1-one